4-((3S,5R)-3,5-dimethylpiperazin-1-yl)-3,5-difluoroaniline C[C@H]1CN(C[C@H](N1)C)C1=C(C=C(N)C=C1F)F